1-(3-chloro-5-bromophenyl)-3,5-diphenyl-triazine (2R,4S)-tert-butyl-2-methyl-4-(((methylsulfonyl)oxy)methyl)pyrrolidine-1-carboxylate C(C)(C)(C)OC(=O)N1[C@@H](C[C@@H](C1)COS(=O)(=O)C)C.ClC=1C=C(C=C(C1)Br)N1NN(CC(=C1)C1=CC=CC=C1)C1=CC=CC=C1